Tert-Butyl 4-chloro-7-((6-((dimethylamino)methyl)-5-(tetrahydrofuran-3-yl)pyridin-2-yl)amino)-1-oxo-1,3-dihydro-2H-pyrrolo[3,4-c]pyridine-2-carboxylate ClC1=NC=C(C2=C1CN(C2=O)C(=O)OC(C)(C)C)NC2=NC(=C(C=C2)C2COCC2)CN(C)C